2-pentafluorosulfanylethanol FS(CCO)(F)(F)(F)F